1-(2-(trifluoromethyl)phenyl)-1H-pyrazole FC(C1=C(C=CC=C1)N1N=CC=C1)(F)F